N[C@H]1CN(CCC1)C(=O)C=1C=C(C=2N(C1)N=C(C2C)C2=CC=1C(=C(N=CC1)C1CCN(CC1)C(COC)=O)N2CC2CC2)OC (R)-1-(4-(2-(6-(3-Aminopiperidine-1-carbonyl)-4-methoxy-3-methylpyrazolo[1,5-a]pyridin-2-yl)-1-(cyclopropylmethyl)-1H-pyrrolo[2,3-c]pyridin-7-yl)piperidin-1-yl)-2-methoxyethan-1-one